(S)-6-(4-chlorophenyl)-N-(1-(3-fluoro-4-hydroxyphenyl)ethyl)-2-(1-methyl-1H-pyrazol-4-yl)pyrimidine-4-carboxamide ClC1=CC=C(C=C1)C1=CC(=NC(=N1)C=1C=NN(C1)C)C(=O)N[C@@H](C)C1=CC(=C(C=C1)O)F